FC1=CC=C(C=C1)C1=C2N(C=C(C1=O)C(=O)O)C=C(O2)C 8-(4-fluorophenyl)-2-methyl-7-oxo-7H-oxazolo[3,2-a]pyridine-6-carboxylic acid